NC=1C(=CC(=C(C1)N1N=NC(=C1)C(=O)OC)F)N1C[C@@H](N([C@@H](C1)C)C)C methyl 1-(5-amino-2-fluoro-4-((3S,5R)-3,4,5-trimethylpiperazin-1-yl)phenyl)-1H-1,2,3-triazole-4-carboxylate